(S,E)-N-(5-(2-(4,4-Difluorocyclohexyl)vinyl)-2,3-dihydrobenzofuran-7-yl)-1-methyl-5-oxopyrrolidine-2-carboxamide FC1(CCC(CC1)/C=C/C=1C=C(C2=C(CCO2)C1)NC(=O)[C@H]1N(C(CC1)=O)C)F